4-(5-((S)-3,10-dimethyl-2,3,4,4a,5,6-hexahydro-1H-pyrazino[1,2-a]quinolin-8-yl)-1H-pyrrolo[2,3-b]pyridin-3-yl)-N-methyl-N-(((R)-tetrahydrofuran-3-yl)methyl)benzamide CN1C[C@H]2N(C3=C(C=C(C=C3CC2)C=2C=C3C(=NC2)NC=C3C3=CC=C(C(=O)N(C[C@@H]2COCC2)C)C=C3)C)CC1